tris(3,5-dimethyl-4-hydroxyphenyl)methane CC=1C=C(C=C(C1O)C)C(C1=CC(=C(C(=C1)C)O)C)C1=CC(=C(C(=C1)C)O)C